((1R,4S)-2-oxa-5-azabicyclo[2.2.1]heptan-5-yl)(3-(3-chlorophenyl)-1-(2,2-difluoroethyl)-1H-indazol-5-yl)methanone [C@H]12OC[C@@H](N(C1)C(=O)C=1C=C3C(=NN(C3=CC1)CC(F)F)C1=CC(=CC=C1)Cl)C2